FC(CCC=1C=2N(C=C(N1)C=1N=CC3=C(N1)NC(C3)=O)N=CN2)(C(F)(F)F)F 2-(8-(3,3,4,4,4-pentafluorobutyl)-[1,2,4]triazolo[1,5-a]pyrazin-6-yl)-5,7-dihydro-6H-pyrrolo[2,3-d]pyrimidine-6-one